C(C)OC1=C(C(=CC(=C1)N1CC2=CC=C(C=C2CC1)F)C)NC(CC(C)(C)C)=O N-(2-ethoxy-4-(6-fluoro-3,4-dihydroisoquinolin-2(1H)-yl)-6-methylphenyl)-3,3-dimethylbutyramide